[C].C#CCC.C#CCC dibutyne carbon